C(C(=C)C)(=O)OC(C(C)(CCCC)CC)OC(C(=C)C)=O 2-ethyl-2-butyl-propanediol dimethacrylate